FC=1C=C(OC2=CC(=NC=C2)N2N=NC3=C2CCCC3N)C=C(C1)C(F)(F)F 1-(4-(3-fluoro-5-(trifluoromethyl)phenoxy)pyridin-2-yl)-4,5,6,7-tetrahydro-1H-benzo[d][1,2,3]triazol-4-amine